NCC1=C(NC(=C(N=C1)CC(=O)[O-])CC(=O)[O-])CC(=O)[O-] 6-(amino)methyl-1,4-diazepinetriacetate